N-[(15aS,16R)-5,17,17,20-tetrafluoro-1-oxo-2,3,15a,16,17,18-hexahydro-1H,15H-4,8-(azeno)-14,10-(metheno)pyrrolo[1,2-j][1,8,10]oxadiazacycloheptadecin-16-yl]ethanesulfonamide FC1=CC=C2OC=3C=CC=C(C[C@@H]4N(C(NCC1=N2)=O)CC([C@@H]4NS(=O)(=O)CC)(F)F)C3F